(3S)-3-[5-[4-(azetidin-3-yl)piperazin-1-yl]-1-oxo-isoindolin-2-yl]piperidine-2,6-dione N1CC(C1)N1CCN(CC1)C=1C=C2CN(C(C2=CC1)=O)[C@@H]1C(NC(CC1)=O)=O